1-(1Z-eicosenyl)-2-(9Z,12Z-octadecadienoyl)-glycero-3-phospho-(1'-sn-glycerol) CCCCCCCCCCCCCCCCCC/C=C\OC[C@H](COP(=O)(O)OC[C@H](CO)O)OC(=O)CCCCCCC/C=C\C/C=C\CCCCC